2-(dimethylamino)acetamide CN(CC(=O)N)C